OCC1(CCC1)NC(C(=O)C1=C(C(=C2CCCCN12)C(=O)NC=1SC(=CN1)C)C)=O 3-(2-((1-(hydroxymethyl)cyclobutyl)amino)-2-oxoacetyl)-2-methyl-N-(5-methylthiazol-2-yl)-5,6,7,8-tetrahydroindolizine-1-carboxamide